C1(=CC=CC2=CC=CC=C12)C1OCC(O1)CC=O 2-[2-(naphthalen-1-yl)-1,3-dioxolan-4-yl]acetaldehyde